2-chloro-N-(2,6-dimethylphenyl)-N-[(3-methoxy-2-thienyl)methyl]acetamide ClCC(=O)N(CC=1SC=CC1OC)C1=C(C=CC=C1C)C